C(C)(C)(C)N1N=C2C(C(NCC2)=O)=C1 (tert-butyl)-2,5,6,7-tetrahydro-4H-pyrazolo[4,3-c]pyridin-4-one